ClC1=CC2=C(N=C(N=C2N2CCN(CC2)C(C=C)=O)O[C@@H]2CN(C[C@@H]2OC)C)C(=N1)OC1=C2C=NNC2=CC(=C1Cl)F [4-(6-chloro-8-[(5-chloro-6-fluoro-1H-indazol-4-yl)oxy]-2-{[(3R,4S)-4-methoxy-1-methylpyrrolidin-3-yl]oxy}pyrido[3,4-d]pyrimidin-4-yl)piperazin-1-yl]prop-2-en-1-one